C(C)SC=1C=C(C=NC1C1=NC2=C(C=NC(=C2)C(F)(F)F)N1C)C(C#N)(C)C 5-ethylsulfanyl-6-[3-methyl-6-(trifluoromethyl)imidazo[4,5-c]pyridin-2-yl]-3-pyridyl-2-methyl-propanenitrile